(Z)-6-((2,6-dimethoxybenzyl)sulfonyl)-2-(4-methylbenzylidene)-2H-benzo[b][1,4]thiazin-3(4H)-one COC1=C(CS(=O)(=O)C2=CC3=C(S\C(\C(N3)=O)=C/C3=CC=C(C=C3)C)C=C2)C(=CC=C1)OC